2-(2,4-dihydroxyphenyl)-2-(4'-hydroxyphenyl)propane OC1=C(C=CC(=C1)O)C(C)(C)C1=CC=C(C=C1)O